C(#N)C=1N(C2=CC=C(C(=C2C1)C)CN1CCC2(CN(C2)C2=NC=NC3=CC=C(C=C23)CC(F)(F)F)CC1)CC12CC(C1)(C2)NC(=O)NC 1-[3-[[2-cyano-4-methyl-5-[[2-[6-(2,2,2-trifluoroethyl)quinazolin-4-yl]-2,7-diazaspiro[3.5]nonan-7-yl]methyl]indol-1-yl]methyl]-1-bicyclo[1.1.1]pentanyl]-3-methyl-urea